6-bromo-4-oxo-1,4-dihydropyrrolo[1,2-b]pyridazine-3-carboxylic acid ethyl ester C(C)OC(=O)C=1C(C=2N(NC1)C=C(C2)Br)=O